COC1=C(C=CC=C1)C1CCN(CC1)[C@H]1CC2(CN(C2)C2=NC=NS2)CC1 (R)-5-(6-(4-(2-methoxyphenyl)piperidin-1-yl)-2-azaspiro[3.4]octan-2-yl)-1,2,4-thiadiazole